bromo-1-(2,5-dimethoxy-3,4-dimethyl-phenyl)decan-1-one BrC(C(=O)C1=C(C(=C(C(=C1)OC)C)C)OC)CCCCCCCC